4-[3-[4-(1,3-benzothiazol-2-ylmethyl)piperazin-1-yl]-4-(2H-tetrazol-5-yl)phenyl]morpholine S1C(=NC2=C1C=CC=C2)CN2CCN(CC2)C=2C=C(C=CC2C=2N=NNN2)N2CCOCC2